4-(6-((2-(1H-imidazol-1-yl)ethyl)(2-methoxyethyl)amino)-2-(bis(2-methoxyethyl)amino)-8-(4-methoxypiperidin-1-yl)pyrimido[5,4-d]pyrimidin-4-yl)-1-methylpiperazin-2-one N1(C=NC=C1)CCN(C=1N=C(C=2N=C(N=C(C2N1)N1CC(N(CC1)C)=O)N(CCOC)CCOC)N1CCC(CC1)OC)CCOC